(S)-N-(5-(4-aminothieno[3,2-d]pyrimidine-7-yl)-2-methoxypyridin-3-yl)-3-phenylisoxazolidine-2-carboxamide NC=1C2=C(N=CN1)C(=CS2)C=2C=C(C(=NC2)OC)NC(=O)N2OCC[C@H]2C2=CC=CC=C2